FC(C(=O)N1CC(C1)C1=NN(C2=NC=CC(=C21)N2C=NN=C2)C2=CC=C(C=C2)OC(F)(F)F)=C 2-fluoro-1-[3-[4-(1,2,4-triazol-4-yl)-1-[4-(trifluoromethoxy)phenyl]pyrazolo[3,4-b]pyridin-3-yl]azetidin-1-yl]prop-2-en-1-one